ClC=1C=C(C=C(C1)Cl)C=1C=CC=C2C(=C(C=NC12)NC(=O)[C@H]1CCCC2=CC=CC=C12)N(C)C (1S)-N-[8-(3,5-dichlorophenyl)-4-(dimethylamino)-3-quinolinyl]tetralin-1-carboxamide